1-[2-(4-chlorophenyl)ethyl]-N-[(3,5-dimethoxyphenyl)methyl]-5-oxopyrrolidine-3-carboxamide ClC1=CC=C(C=C1)CCN1CC(CC1=O)C(=O)NCC1=CC(=CC(=C1)OC)OC